C1(=CC=CC=C1)P(CCCCCP(C1=CC=CC=C1)C1=CC=CC=C1)C1=CC=CC=C1 1,5-bis-(diphenylphosphino)-pentane